FC1=CC=C(C=C1)C=1C(C(=C(NC1C)COC)C(=O)O)=O 5-(4-Fluorophenyl)-2-(methoxymethyl)-6-methyl-4-oxo-1,4-dihydropyridine-3-carboxylic acid